COC(=O)C1=CC(=NC=C1C)N1CC2CCC(C1)N2C(=O)OC(C)(C)C tert-butyl 3-(4-(methoxycarbonyl)-5-methylpyridin-2-yl)-3,8-diazabicyclo[3.2.1]octane-8-carboxylate